CO[Si](OC)(OC)CCCSSCCC[Si](OC)(OC)OC bis-(trimethoxysilylpropyl) disulfide